cis-N-fluorenylmethoxycarbonyl-4-[(di-t-butoxycarbonylguanidino)ethyl]-proline C1(=CC=CC=2C3=CC=CC=C3CC12)COC(=O)N1[C@@H](C[C@@H](C1)CCNC(=N)N(C(=O)OC(C)(C)C)C(=O)OC(C)(C)C)C(=O)O